S1C=C(C=C1)C[C@@]1(NCCC1)C(=O)O α-(3-thiophenylmethyl)-proline